5,7-Difluoro-1-(5-(4-(methylsulfonyl)piperazin-1-yl)pyridin-2-yl)-1H-benzo[d][1,2,3]triazol-6-ol FC1=CC2=C(N(N=N2)C2=NC=C(C=C2)N2CCN(CC2)S(=O)(=O)C)C(=C1O)F